ClC1=CC=C(CN2N=C(C=CC2=O)C2=CC=C(C=C2)NC)C=C1 2-(4-chlorobenzyl)-6-(4-(methylamino)phenyl)pyridazin-3(2H)-one